methyl (S)-3-(((R)-1-(5-fluoro-1H-indol-3-yl) propan-2-yl) amino)-2-methylpropionate FC=1C=C2C(=CNC2=CC1)C[C@@H](C)NC[C@@H](C(=O)OC)C